2-fluoropyrazolo[1,5-a]pyridin-5-ol FC1=NN2C(C=C(C=C2)O)=C1